C[C@H]1CN(CC2N1CCCN2)CC(CC)C (6S)-6-methyl-8-(2-methylbutyl)hexahydro-4H-pyrazino[1,2-a]pyrimidine